2,3-dihydro-benzofuran-5-carboxylic acid [2-(6-oxa-2-aza-spiro[3.5]non-2-yl)-benzooxazol-5-yl]-amide C1N(CC12COCCC2)C=2OC1=C(N2)C=C(C=C1)NC(=O)C=1C=CC2=C(CCO2)C1